2-chloro-N-(1-cyanocyclopropyl)-5-[1-[1-methyl-5-[1,2,2,2-tetrafluoro-1-(trifluoromethyl)ethyl]-3-(trifluoromethyl)pyrrol-2-yl]pyrazol-4-yl]benzamide ClC1=C(C(=O)NC2(CC2)C#N)C=C(C=C1)C=1C=NN(C1)C=1N(C(=CC1C(F)(F)F)C(C(F)(F)F)(C(F)(F)F)F)C